FC1=C(OC2=C(C=CC=C2)O)C(=CC(=C1)C=1C(=NC=CC1)SCCC)F [2,6-difluoro-4-(2-propylsulfanyl-3-pyridinyl)phenoxy]phenol